FC1=CC=C2C=3C=CC(=CC3NC2=C1)CC(=O)NCC1=CC=C(C=C1)F 2-(7-fluoro-9H-carbazol-2-yl)-N-(4-fluorobenzyl)acetamide